ethyl 6-[2-(4-benzyloxy-6-chloro-pyrazolo[3,4-d]pyrimidin-1-yl)-5-fluoro-phenoxy]hexanoate C(C1=CC=CC=C1)OC1=C2C(=NC(=N1)Cl)N(N=C2)C2=C(OCCCCCC(=O)OCC)C=C(C=C2)F